The molecule is an organic chloride salt that is the monochloride salt of ethyl violet cation. Used for inclusion in mixed dye solutions of the iron resorcin fuchsin type for demonstrating elastic fibres. It has a role as a histological dye and a fluorochrome. It contains an ethyl violet cation. CCN(CC)C1=CC=C(C=C1)C(=C2C=CC(=[N+](CC)CC)C=C2)C3=CC=C(C=C3)N(CC)CC.[Cl-]